C(C)(C)(C)OC(=O)N1C2(CC2)CN(CC1)C=1C=NC(=CC1)N 7-(6-Aminopyridin-3-yl)-4,7-diazaspiro[2.5]octane-4-carboxylic acid tert-butyl ester